NC=1C(C=C(C(C1)=O)NC1=CC=C(C=C1)NCCC[N+](C)(C)C)=NC1=CC=C(C=C1)N(CCO)CCO {3-[4-(4-amino-3-{4-[bis(2-hydroxyethyl)amino]phenylimino}-6-oxocyclohexa-1,4-dienylamino)phenylamino]propyl}trimethylammonium